C(#N)C1=CC=C(CCNC2=NC=C(C=N2)C(=O)NN)C=C1 2-((4-cyanophenethyl)amino)pyrimidine-5-carbohydrazide